C(C1=CC=CC=C1)N1N=CC(=C1C)B1OC(C(O1)(C)C)(C)C 1-benzyl-5-methyl-4-(4,4,5,5-tetramethyl-1,3,2-dioxaborolan-2-yl)-1H-pyrazole